(4S)-1-[(R)-[2-[(S)-Amino-(4,4-difluorocyclohexyl)methyl]-1,3-benzoxazol-5-yl]-(oxetan-3-yl)methyl]-4-(trifluoromethyl)imidazolidin-2-one N[C@H](C=1OC2=C(N1)C=C(C=C2)[C@H](N2C(N[C@@H](C2)C(F)(F)F)=O)C2COC2)C2CCC(CC2)(F)F